4-(2-benzothiazolylthio)morpholine S1C(=NC2=C1C=CC=C2)SN2CCOCC2